S(=O)(=O)(O)CCN[C@@H](CC(=O)O)C(=O)O N-(2-sulfoethyl)-aspartic acid